[Si](C1=CC=CC=C1)(C1=CC=CC=C1)(C(C)(C)C)OCC(CC(C(=O)C=1N(N=C2C1CN(CC2)C(=O)OC(C)(C)C)C(=O)OC(C)(C)C)C(=O)OCC)=C di-tert-butyl 3-(4-(((tert-butyl-diphenylsilyl)oxy)methyl)-2-(ethoxycarbonyl)pent-4-enoyl)-6,7-dihydro-2H-pyrazolo[4,3-c]pyridine-2,5(4H)-dicarboxylate